C(C)(C)(C)OB([O-])[O-].C(C)(C)(C)[PH3+].C(C)(C)(C)[PH3+] (tert-butyl)phosphonium (tert-butyl)borate